(4-fluoro-5,6-dihydrobenzo[6,7]oxepino[2,3-c]pyridin-6-yl)methanol FC=1C2=C(C=NC1)OC1=C(C(C2)CO)C=CC=C1